(1S,3aR,6aS)-2-(tert-butyloxycarbonyl)octahydrocyclopenta[c]pyrrole-1-carboxylic acid C(C)(C)(C)OC(=O)N1[C@@H]([C@@H]2[C@H](C1)CCC2)C(=O)O